5-(Cyclopent-1-en-1-yl)-2,7-naphthyridine-3-carboxylic acid ethyl ester C(C)OC(=O)C=1N=CC2=CN=CC(=C2C1)C1=CCCC1